C(C)(C)(C)OC(N(CCC=1OC(=NN1)C=1C(=NC=CC1)NC1=CC=C(C=C1)C(F)(F)F)CC)=O N-ethyl-N-[2-[5-[2-[4-(trifluoromethyl)anilino]-3-pyridyl]-1,3,4-oxadiazol-2-yl]ethyl]carbamic acid tert-butyl ester